3,3-bis(4-hydroxy-5,6-dimethyl-3-phenylphenyl)-1-phenyl-1H-indol-2-one OC1=C(C=C(C(=C1C)C)C1(C(N(C2=CC=CC=C12)C1=CC=CC=C1)=O)C1=CC(=C(C(=C1C)C)O)C1=CC=CC=C1)C1=CC=CC=C1